CNC1(C(=O)O)C(N)C=CC=C1 1-methylaminoanthranilic acid